1-Ethyl 5-(4-hydroxypiperidin-1-yl)pyrazolo[1,5-a]pyrimidine-3-carboxylate OC1CCN(CC1)C1=NC=2N(C=C1)N=CC2C(=O)OCC